N-(3-fluoropropyl)-1-((6-((2-methoxy-4-propylbenzyl)oxy)-1-methyl-3,4-dihydronaphthalen-2-yl)methyl)azetidine-3-carboxamide sodium [Na].FCCCNC(=O)C1CN(C1)CC1=C(C2=CC=C(C=C2CC1)OCC1=C(C=C(C=C1)CCC)OC)C